(5R)-5-Ethyl-5-methyl-3-[5-(7-methylspiro[2H-benzofuran-3,1'-cyclopropan]-4-yl)oxypyrazin-2-yl]imidazolidin-2,4-dion C(C)[C@@]1(C(N(C(N1)=O)C1=NC=C(N=C1)OC1=CC=C(C2=C1C1(CC1)CO2)C)=O)C